(S)-2-((4-methyl-3-(1-methyl-7-((6-methylpyridin-3-yl)amino)-2-oxo-1,4-dihydropyrimido[4,5-d]pyrimidin-3(2H)-yl)benzamido)pentanoyl)pyrrolidine-2-carboxamide CC1=C(C=C(C(=O)NCCCCC(=O)[C@]2(NCCC2)C(=O)N)C=C1)N1C(N(C2=NC(=NC=C2C1)NC=1C=NC(=CC1)C)C)=O